COC=1C=C(C=CC1OC)[C@@]12CCN([C@H]2CC(CC1)=NNC(=O)NC1=CC=NC=C1)C 2-[(3aS,7aS)-3a-(3,4-dimethoxyphenyl)-1-methyloctahydro-6H-indol-6-ylidene]-N-(pyridin-4-yl)hydrazine-1-carboxamide